2-[tert-butyl-(diphenyl)silyl]oxyethanol C(C)(C)(C)[Si](OCCO)(C1=CC=CC=C1)C1=CC=CC=C1